C(#N)CC(CCC)P(CCCC)CCCC Cyanomethyl-tributylphosphine